2-(dicyclohexylphosphino)-2'-(N,N-dimethylamino)-biphenyl C1(CCCCC1)P(C1=C(C=CC=C1)C1=C(C=CC=C1)N(C)C)C1CCCCC1